CN(CCN1CCC1)C (2-(dimethylamino)ethyl)azetidine